(allyloxy)-3-(propargyloxy)-2-propanol dichlorophosphate P(=O)(Cl)(Cl)OC(COCC=C)COCC#C